1-(5-(4-AMINO-7-CYCLOPROPYL-7H-PYRROLO[2,3-D]PYRIMIDIN-5-YL)-3-METHYLIMIDAZO[1,2-A]PYRIDIN-8-YL)-3-(4-((4-METHYLPIPERAZIN-1-YL)METHYL)-3-(TRIFLUOROMETHYL)PHENYL)UREA NC=1C2=C(N=CN1)N(C=C2C2=CC=C(C=1N2C(=CN1)C)NC(=O)NC1=CC(=C(C=C1)CN1CCN(CC1)C)C(F)(F)F)C1CC1